FC=1C(=CC=2C3=C(C=NC2C1)N(C(C31CN(C1)C(=O)N(C)C)=O)C)C=1C=NC(=C(C1)NS(=O)(=O)C)OCCNC(C)C 7'-Fluoro-8'-(6-(2-(isopropylamino)ethoxy)-5-(methylsulfonamido)pyridin-3-yl)-N,N,3'-trimethyl-2'-oxo-2',3'-dihydrospiro[azetidine-3,1'-pyrrolo[2,3-c]quinoline]-1-carboxamide